[4,4-dimethyl-1-(2H-tetraazol-5-yl)pentyl][6-(trifluoromethyl)-4-quinazolinyl]amine CC(CCC(C=1N=NNN1)NC1=NC=NC2=CC=C(C=C12)C(F)(F)F)(C)C